N-PROPYL-4,4'-BIPYRIDINIUM C(CC)[N+]1=CC=C(C=C1)C1=CC=[NH+]C=C1